1-[2-[4-(2-chlorophenyl)-2-oxo-chromen-7-yl]oxypropanoyl]piperidine-3-sulfonamide ClC1=C(C=CC=C1)C1=CC(OC2=CC(=CC=C12)OC(C(=O)N1CC(CCC1)S(=O)(=O)N)C)=O